CCCSSC=CC 1-propyldisulfanylprop-1-ene